C1=CC=C2CCN(C)C3CC4=CC=CC=C4C1=C23 Aporphine